C(C)(C)(C)C1=NN(C(=C1)NC(=O)NC1=C(C=C(C=C1)OC1=CC=NC=2NC(C=NC21)=O)SC)C=2C=C1C=CC=NC1=CC2 1-(3-(tert-butyl)-1-(quinolin-6-yl)-1H-pyrazol-5-yl)-3-(2-(methylthio)-4-((3-keto-3,4-dihydropyrido[2,3-b]pyrazin-8-yl)oxy)phenyl)urea